2-[4-[3-[[(4S)-8-chlorochroman-4-yl]carbamoylamino]pyrazol-1-yl]-3-fluoro-phenyl]-2-methyl-propanamide ClC=1C=CC=C2[C@H](CCOC12)NC(=O)NC1=NN(C=C1)C1=C(C=C(C=C1)C(C(=O)N)(C)C)F